FC=1C=C(CN2CC(CC2=O)C(=O)N)C=CC1NC1=CC=C(C=C1)N1CCC(CC1)C(F)(F)F (3-fluoro-4-((4-(4-(trifluoromethyl)piperidin-1-yl)phenyl)amino)benzyl)-5-oxopyrrolidine-3-carboxamide